C(=O)C=1C=NC(=C(C(=O)OC(C)(C)C)C1)OC tert-butyl 5-formyl-2-methoxynicotinate